(5-(4-(1,7-diazaspiro[4.4]nonan-1-yl)piperidin-1-yl)-3-methyl-2-oxo-2,3-dihydro-1H-benzo[d]imidazol-1-yl)piperidine-2,6-dione N1(CCCC12CNCC2)C2CCN(CC2)C2=CC1=C(N(C(N1C)=O)N1C(CCCC1=O)=O)C=C2